1-(4-(1-methyl-1H-1,2,3-triazol-4-yl)phenyl)ethan-1-ol CN1N=NC(=C1)C1=CC=C(C=C1)C(C)O